4-fluoro-2-(6-(methyl(2,2,6,6-tetramethylpiperidin-4-yl)amino)-1,2,4-triazin-3-yl)-5-(1H-pyrazol-1-yl)phenol FC1=CC(=C(C=C1N1N=CC=C1)O)C=1N=NC(=CN1)N(C1CC(NC(C1)(C)C)(C)C)C